Cl.ClCC1=NC=CC=C1C(F)(F)F 2-(chloromethyl)-3-(trifluoromethyl)pyridine hydrochloride